FC1=C(OC2=NC=C(C=N2)N)C=CC=C1 2-(2-fluorophenoxy)pyrimidin-5-amine